CC(CN)CCCCCCN 2-methyloctane-1,8-diamine